methyl (S)-7-((9,9-difluoro-1-methyl-9H-fluorene-3-carbonyl)glycyl)-1,4-dioxa-7-azaspiro[4.4]nonane-8-carboxylate FC1(C2=CC=CC=C2C=2C=C(C=C(C12)C)C(=O)NCC(=O)N1CC2(OCCO2)C[C@H]1C(=O)OC)F